3-(N-(5-cyano-2-(piperidin-1-yl)phenyl)sulfamoyl)-4-(cyclopropyl-d5)benzoic acid C(#N)C=1C=CC(=C(C1)NS(=O)(=O)C=1C=C(C(=O)O)C=CC1C1(C(C1([2H])[2H])([2H])[2H])[2H])N1CCCCC1